L-3-butylthiophene C(CCC)C1=CSC=C1